(3,3-dimethylazetidin-1-yl)-[6-(7,8-dimethyl-[1,2,4]triazolo[4,3-b]pyridazin-6-yl)-7,8-dihydro-5H-1,6-naphthyridin-3-yl]methanone CC1(CN(C1)C(=O)C=1C=NC=2CCN(CC2C1)C=1C(=C(C=2N(N1)C=NN2)C)C)C